7-[5-(2,8-dimethylimidazo[1,2-b]pyridazin-6-yl)-7-fluoro-indazol-2-yl]-4-azaspiro[2.5]octane-4-carboxylic acid tert-butyl ester C(C)(C)(C)OC(=O)N1C2(CC2)CC(CC1)N1N=C2C(=CC(=CC2=C1)C=1C=C(C=2N(N1)C=C(N2)C)C)F